CN1CCC(CC1)C1=CC=2C(=NC=CC2C2CCN(CC2)C(=O)C2=C(N)C=C(C=C2)OC(F)(F)F)N1 2-[4-[2-(1-methylpiperidin-4-yl)-1H-pyrrolo[2,3-b]pyridin-4-yl]piperidine-1-carbonyl]-5-(trifluoromethoxy)aniline